COC1=CC(=C(C(=C1)OC)C1=C(C=C(C=C1OC)OC)P(C1=CC(=CC(=C1)C(F)(F)F)C(F)(F)F)C1=CC(=CC(=C1)C(F)(F)F)C(F)(F)F)P(C1=CC(=CC(=C1)C(F)(F)F)C(F)(F)F)C1=CC(=CC(=C1)C(F)(F)F)C(F)(F)F (R)-(4,4',6,6'-Tetramethoxybiphenyl-2,2'-diyl)bis{bis[3,5-bis(trifluoromethyl)phenyl]phosphine}